COC(=O)C1=CC=C(N1)B(O)O 5-(methoxycarbonyl)pyrrole-2-boronic acid